2-(1-(6-((2R,4S)-4-fluoro-2-(5-fluoro-2-methoxyphenyl)pyrrolidin-1-yl)imidazo[1,2-b]pyridazin-3-yl)-1H-1,2,3-triazol-4-yl)ethan-1-ol F[C@H]1C[C@@H](N(C1)C=1C=CC=2N(N1)C(=CN2)N2N=NC(=C2)CCO)C2=C(C=CC(=C2)F)OC